O-[(dicyanomethylene)-amino]1,1,3,3-tetramethyluronium hexafluorophosphate F[P-](F)(F)(F)(F)F.C(#N)C(C#N)=NOC(=[N+](C)C)N(C)C